C(C)(C)(C)OC(=O)N1[C@@H](CCC1)C(=O)NNC(C1=CC=C(C=C1)[N+](=O)[O-])=O (S)-2-(2-(4-nitrobenzoyl)hydrazine-1-carbonyl)pyrrolidine-1-carboxylic acid tert-butyl ester